(S)-2-(1-Cyclopropyl-2-hydroxy-2-methylpropyl)-7-((6,7-dihydro-5H-cyclopenta[b]pyridin-4-yl)ethynyl)isoindolin-1-one C1(CC1)[C@@H](C(C)(C)O)N1C(C2=C(C=CC=C2C1)C#CC1=C2C(=NC=C1)CCC2)=O